α-Isopropyl-Phenyl-Acetaldehyde C(C)(C)C(C=O)C1=CC=CC=C1